O1OC(CCCC1=O)=O 1,2-dioxepane-3,7-dione